(S)-1-amino-2,3-dihydro-1H-indene-4-carbonitrile hydrochloride Cl.N[C@H]1CCC=2C(=CC=CC12)C#N